[Cl-].[Cl-].C(C)(C)[SiH2]O[Si](C(C)C)(C(C)C)C(C)C Tetraisopropyl-disiloxane dichloride